CN1C=NC(=C1)C(=O)NC1=CC=CC=2N(C(NC21)=O)[C@@H]2CC[C@@H](CC2)C(NC2=CC(=C(C=C2)C)OC)=O 1-methyl-N-{2-oxo-1-[cis-4-[(3-methoxy-4-methylphenyl)carbamoyl]cyclohexyl]-2,3-dihydro-1H-1,3-benzodiazol-4-yl}-1H-imidazole-4-carboxamide